N1-(4-amino-1,3-dihydrofuro[3,4-c]pyridin-7-yl)-N2-(benzo[d]thiazol-5-ylmethyl)-N2-(1-(1-methyl-1H-pyrazol-3-yl)ethyl)oxalamide NC1=NC=C(C2=C1COC2)NC(C(=O)N(C(C)C2=NN(C=C2)C)CC=2C=CC1=C(N=CS1)C2)=O